[PH2](=O)O[C@H]1[C@H]([C@@H](O[C@@H]1CO)N1C(=O)NC(=O)C=C1)OC 2'-O-methyluridine-3'-phosphinate